FC=1C=NC(=NC1)[C@@]12CC[C@H](C[C@H]2C1)OC[C@@H]1N([C@@H](C[C@@H]1NC(C(F)(F)F)=O)C)C(=O)OC methyl (2R,3S,5R)-2-((((1R,3R,6S)-6-(5-fluoropyrimidin-2-yl)bicyclo[4.1.0]heptan-3-yl)oxy)methyl)-5-methyl-3-(2,2,2-trifluoroacetamido)pyrrolidine-1-carboxylate